(1S,3S)-3-((6-(5-(((1-isobutyl-1H-1,2,4-triazol-3-yl)amino)methyl)-1-methyl-1H-1,2,3-triazol-4-yl)-2-methylpyridin-3-yl)oxy)cyclohexane-1-carboxylic acid C(C(C)C)N1N=C(N=C1)NCC1=C(N=NN1C)C1=CC=C(C(=N1)C)O[C@@H]1C[C@H](CCC1)C(=O)O